ethyl (2E)-3-(2-chloro-4-{[(1R)-1-[3-nitro-5-(trifluoromethyl)phenyl]-ethyl]amino}pyrrolo[2,1-f][1,2,4]triazin-6-yl)prop-2-enoate ClC1=NN2C(C(=N1)N[C@H](C)C1=CC(=CC(=C1)C(F)(F)F)[N+](=O)[O-])=CC(=C2)/C=C/C(=O)OCC